2,2-bishydroxymethyl-propionic acid OCC(C(=O)O)(C)CO